C(=C\C)/C=1C2(C3=CC=CC=C3C1)CCC1(CC2)OCCO1 2''-[(1E)-prop-1-en-1-yl]dispiro[[1,3]dioxolane-2,1'-cyclohexane-4',1''-indene]